Pentane-1,2,5-triol C(C(CCCO)O)O